NC1=NC=2C=CC(=CC2C2=C1COC2)C(=O)N2[C@@H](COCC2)C2=NC=C(C=C2)C(F)(F)F (4-amino-1,3-dihydrofuro[3,4-c]quinolin-8-yl)-[(3R)-3-[5-(trifluoromethyl)-2-pyridinyl]morpholin-4-yl]methanone